NC1=CC2=CN(N=C2C=C1C(C)(C)O)C1CCC(CC1)N1[C@H](CN(CC1)C(=O)OC(C)(C)C)C tert-butyl (S)-4-((1r,4S)-4-(5-amino-6-(2-hydroxypropan-2-yl)-2H-indazol-2-yl) cyclohexyl)-3-methylpiperazine-1-carboxylate